BrC1=C(C=C(C(=O)NC)C=C1OC)OC 4-bromo-3,5-dimethoxy-N-methylbenzamide